CC1=C(C=CC=C1COCC=1N=NN(C1)C=1C=C(CNCCO)C=CC1)C1=CC=CC=C1 2-(3-(4-(((2-methylbiphenyl-3-yl)methoxy)methyl)-1H-1,2,3-triazol-1-yl)benzylamino)ethanol